COCCN(CC)C([2H])([2H])[2H] N-(2-methoxyethyl)-N-(trideuteriomethyl)ethanamine